5-bromo-6-chloro-3-indolyl-methylbenzylamine BrC=1C=C(C=C(CNC)C1Cl)C=1NC2=CC=CC=C2C1